5-chloro-6-[5-(3-chloro-2-pyridyl)-4-methyl-1,2,4-triazol-3-yl]pyridin-2-ol ClC=1C=CC(=NC1C1=NN=C(N1C)C1=NC=CC=C1Cl)O